Cl.NC(CC=1C(=NC=CC1)C(=O)N(C)C)C1=C(C=CC=C1)C1=NOC2=C1C=CC=C2 2-Amino-2-[2-(Benzo[d]isoxazol-3-yl)phenyl]ethyl-N,N-dimethylpyridine-2-carboxamide hydrochloride